COC1=C(C[C@H]2N(CCCCC2)C2=CC(=CC(N2)=O)N2CCOCC2)C=CC=C1 (S)-6-(2-(2-methoxybenzyl)azepan-1-yl)-4-morpholinopyridin-2(1H)-one